1-(5-(5-methyl-1H-1,2,4-triazol-1-yl)pyridin-2-yl)ethanone CC1=NC=NN1C=1C=CC(=NC1)C(C)=O